trans-N-(2-(2,6-dimethoxyphenyl)-1-methyl-1H-pyrrolo[2,3-c]pyridin-5-yl)-2-((dimethylamino)methyl)cyclopropane-1-carboxamide COC1=C(C(=CC=C1)OC)C1=CC=2C(=CN=C(C2)NC(=O)[C@H]2[C@@H](C2)CN(C)C)N1C